4-[[(6-chloropyridin-3-yl)methyl](2,2-difluoroethyl)amino]furan-2(5H)-one ClC1=CC=C(C=N1)CN(C1=CC(OC1)=O)CC(F)F